2-ammonio-4-(2-chloro-4-(3-phenoxyphenylthio)phenyl)-2-(hydroxymethyl)but-yl hydrogen phosphate P(=O)(OCC(CCC1=C(C=C(C=C1)SC1=CC(=CC=C1)OC1=CC=CC=C1)Cl)(CO)[NH3+])(O)[O-]